potassium trifluoro(methyl)boranuide F[B-](C)(F)F.[K+]